ClC1=CC=C(CNS(=O)(=O)C2=CC=C(C)C=C2)C=C1 N-(4-chlorobenzyl)-p-toluenesulfonamide